COC(C1=C(C=CC(=C1)Br)NC1=C(C=C(C=C1)C(=O)OC)N)=O 2-((2-amino-4-(methoxycarbonyl)phenyl)amino)-5-bromobenzoic acid methyl ester